methyl 2-[1-oxo-6-(trifluoromethyl)spiro[3H-isoquinoline-4,1'-cyclopropane]-2-yl]acetate O=C1N(CC2(CC2)C2=CC(=CC=C12)C(F)(F)F)CC(=O)OC